ammonium sulfate monoammonium phosphate P(=O)([O-])([O-])O.[NH4+].S(=O)(=O)(O)O.[NH4+]